[Zr+4].CN(C(C)[O-])C.CN(C)C(C)[O-].CN(C)C(C)[O-].CN(C)C(C)[O-] [1-(dimethylamino)ethanolate] zirconium